C=1N=C(N2C1C=CC=C2)SCC(=O)C2=CC=C(S2)CNC(C)=O N-((5-(2-(imidazo[1,5-a]pyridin-3-ylthio)acetyl)thiophen-2-yl)methyl)acetamide